CC=1C(=C(C=C(C1)C(F)(F)F)O)C1=CC2=C(N=N1)C(=CN2C)C2CNCCC2 3-Methyl-2-[5-methyl-7-(piperidin-3-yl)-5H-pyrrolo[3,2-c]pyridazin-3-yl]-5-(trifluoromethyl)phenol